CC1=CC2=C(NC=N2)C=C1C(=O)O 5-methyl-1H-benzo[d]Imidazole-6-carboxylic acid